6-(2-Chloro-6-fluorophenyl)-2-((3-chloro-5-methoxy-4-(4-methylpiperazin-1-yl)phenyl)amino)-8,9-dihydroimidazo[1,2-a]pyrimido[5,4-e]pyrimidin-5(6H)-one ClC1=C(C(=CC=C1)F)N1C=2N(C3=C(C1=O)C=NC(=N3)NC3=CC(=C(C(=C3)OC)N3CCN(CC3)C)Cl)CCN2